COCOC=1C=C(C=CC1B1OC(C(O1)(C)C)(C)C)C1=CC(N(C=N1)C)=O 6-[3-(methoxymethoxy)-4-(4,4,5,5-tetramethyl-1,3,2-dioxaborolan-2-yl)phenyl]-3-methylpyrimidin-4-one